C[C@@H]1CN(C[C@@H](N1)C)C=1N=CC2=C(N1)CCS2(=O)=O 2-[(3R,5S)-3,5-dimethylpiperazin-1-yl]-6H,7H-5λ6-thieno[3,2-d]pyrimidine-5,5-dione